methyl-tributyl-phosphonium dimethyl-phosphate COP(=O)(OC)[O-].C[P+](CCCC)(CCCC)CCCC